((S)-2,2-difluorocyclopropyl)(3-(2-((1-ethyl-1H-pyrazol-4-yl)amino)pyrimidin-4-yl)-8-azabicyclo[3.2.1]oct-2-en-8-yl)methanone FC1([C@@H](C1)C(=O)N1C2C=C(CC1CC2)C2=NC(=NC=C2)NC=2C=NN(C2)CC)F